1-[2-[3-[1-(2,2-difluoro-1,3-benzodioxol-5-yl)ethyl]oxetan-3-yl]-4-pyridinyl]-3-(trifluoromethyl)-5,6-dihydro-4H-indazol-7-one FC1(OC2=C(O1)C=CC(=C2)C(C)C2(COC2)C2=NC=CC(=C2)N2N=C(C=1CCCC(C21)=O)C(F)(F)F)F